BrC=1C=2N(C=C(C1)C(F)F)C=C(N2)[C@@H](C)N[S@](=O)C(C)(C)C (R)-N-((R)-1-(8-bromo-6-(difluoromethyl)imidazo[1,2-a]pyridin-2-yl)ethyl)-2-methylpropane-2-sulfinamide